1-(4-(2-(7,8-dimethyltetrazolo[1,5-a]pyridin-6-yl)-3-isopropyl-1H-indol-5-yl)piperidin-1-yl)-3-morpholinopropan-1-one CC1=C(C=2N(C=C1C=1NC3=CC=C(C=C3C1C(C)C)C1CCN(CC1)C(CCN1CCOCC1)=O)N=NN2)C